selenocystamine NCC[Se][Se]CCN